C(C)(C)(C)C=1C=C(C)C=C(C1)C(C)(C)C 3,5-di-tert-butyltoluene